6-(3-((benzyloxy)methyl)-4-ethyl-5-oxo-4,5-dihydro-1H-1,2,4-triazol-1-yl)-2-(3-fluorophenyl)-4-(2-hydroxypropan-2-yl)isoquinolin-1(2H)-one C(C1=CC=CC=C1)OCC1=NN(C(N1CC)=O)C=1C=C2C(=CN(C(C2=CC1)=O)C1=CC(=CC=C1)F)C(C)(C)O